CC(=CCCC(C)=O)CCC=C(CCCC(C)C)C 6,10,14-trimethylpentadecan-5,9-dien-2-one